OCC1CCC(CC1)CO 1,4-bis(hydroxymethyl)cyclohexan